DIVANILLYLMETHAN C(C1=CC(OC)=C(O)C=C1)CCC1=CC(OC)=C(O)C=C1